N(N)C1=CC=C(C=N1)S(=O)(=O)N 6-Hydrazinopyridine-3-sulfonamide